4-(6-fluoropyridin-2-yl)thiazol-2-amine FC1=CC=CC(=N1)C=1N=C(SC1)N